Homocysteine-d4 N([C@@](C(CS)[2H])(C(=O)O)[2H])([2H])[2H]